ClC1=C(C=C(C=C1)NC(C1=NC=CC(=C1)C(F)(F)F)=O)C1=CC2=C(N=C(N=C2C)NC)N2C1=NCC2 N-(4-chloro-3-(4-methyl-2-(methylamino)-8,9-dihydroimidazo[1',2':1,6]pyrido[2,3-d]pyrimidin-6-yl)phenyl)-4-(trifluoromethyl)picolinamide